COC(=O)C1=NC=C(N=C1)C(F)(F)C1=CC(=NC(=C1)N1CCN(CC1)S(=O)(=O)C1=CC=C(C=C1)N1C(C[C@H](C1)C)=O)Cl 5-[[2-chloro-6-[4-[4-[(4R)-4-methyl-2-oxo-pyrrolidin-1-yl]phenyl]sulfonylpiperazin-1-yl]-4-pyridinyl]-difluoro-methyl]pyrazine-2-carboxylic acid methyl ester